C(OCCC12CC3CC(CC(C1)C3)C2)(OCCCCBr)=O 2-(Adamantan-1-yl)ethyl (4-bromobutyl) Carbonate